ClC=1C=C(C(=C(C1)C1=NC=C(C=C1F)F)I)F 2-(5-chloro-3-fluoro-2-iodophenyl)-3,5-difluoropyridine